[Si](C)(C)(C(C)(C)C)OC1CN(CC=C(C1)C1=C(C(=CC=2OCOC21)NC2=NC(=CC(=N2)C)NC)F)C(=O)OC(C)(C)C tert-butyl 3-[tert-butyl(dimethyl)silyl]oxy-5-[5-fluoro-6-[[4-methyl-6-(methylamino)pyrimidin-2-yl]amino]-1,3-benzodioxol-4-yl]-2,3,4,7-tetrahydroazepine-1-carboxylate